7-(5-chloropyridin-3-yl)-9,9-dimethyl-9H-fluoren ClC=1C=C(C=NC1)C1=CC=C2C=3C=CC=CC3C(C2=C1)(C)C